FC1=C(C2=C(C=CC=C2C=C1)B1OC(C(O1)(C)C)(C)C)CCCC(=O)OC(C)(C)C tert-butyl 4-(2-fluoro-8-(4,4,5,5-tetramethyl-1,3,2-dioxaborolan-2-yl)naphthalen-1-yl)butanoate